(R)-2-(3-(3-(fluoro(4-methyl-4H-1,2,4-triazol-3-yl)methyl)oxetan-3-yl)phenyl)-6-((4-fluoro-4-(hydroxymethyl)piperidin-1-yl)methyl)-4-(trifluoromethyl)isoindolin-1-one F[C@H](C1(COC1)C=1C=C(C=CC1)N1C(C2=CC(=CC(=C2C1)C(F)(F)F)CN1CCC(CC1)(CO)F)=O)C1=NN=CN1C